FC(OC1=C(N)C=C(C(=C1)N1CCN(CC1)C)F)F 2-(difluoromethoxy)-5-fluoro-4-(4-methylpiperazin-1-yl)aniline